FC(C=1C=C(C=C(C1)C(F)(F)F)[Mg]Cl)(F)F 3,5-bistrifluoromethylphenyl-magnesium chloride